C(COCC(=O)[O-])(=O)[O-].[Cu+2] copper diglycolic acid salt